C(#C)C=1C=CC(=C(C1)O)C=1N=NC(=CC1C(C)C)N[C@H]1CN(CCC1)C (R)-5-ethynyl-2-(4-isopropyl-6-((1-methylpiperidin-3-yl)amino)pyridazin-3-yl)phenol